S(N)(OCC[C@@H]1OC2(O[C@H]1CC1=CC=CC=C1)CCCCC2)(=O)=O 2-((2S,3S)-3-benzyl-1,4-dioxaspiro[4.5]decane-2-yl)ethyl sulfamate